O=C1C=C(C=2C(=NC(=CC2)N2CC(CC2)C(=O)OC)O1)C1=C(C=CC=C1)C methyl 1-(2-oxo-4-(o-tolyl)-2H-pyrano[2,3-b]pyridin-7-yl)pyrrolidine-3-carboxylate